C12C(C3CC(CC(C1)C3)C2)CCN2CCN(CC2)C(=O)C2=NN(C(=C2C)C2=CC=C(C=C2)Cl)C2=C(C=C(C=C2)Cl)Cl (4-(2-((1r,3r,5r,7r)-adamantan-2-yl)ethyl)piperazin-1-yl)(5-(4-chlorophenyl)-1-(2,4-dichlorophenyl)-4-methyl-1H-pyrazol-3-yl)methanone